tert-Butyl 2-(2-((2S,3S)-1-methyl-5-oxo-2-(pyridin-3-yl)pyrrolidine-3-carboxamido) ethoxy)acetate CN1[C@@H]([C@H](CC1=O)C(=O)NCCOCC(=O)OC(C)(C)C)C=1C=NC=CC1